ClC=1C(=NC=CC1)[C@H](C)NC(=O)[C@H]1CCN(C2(CC2)C1)C(=O)C1=NNC(=C1)C1=CC(=NC=C1F)OC (S)-N-((S)-1-(3-chloropyridin-2-yl)ethyl)-4-(5-(5-fluoro-2-methoxypyridin-4-yl)-1H-pyrazole-3-carbonyl)-4-azaspiro[2.5]Octane-7-carboxamide